1-(3-chlorophenyl)-3-(imidazo[1,5-a]pyridin-5-yl)urea ClC=1C=C(C=CC1)NC(=O)NC1=CC=CC=2N1C=NC2